C1(=CC=CC2=CC=CC=C12)CC12C(N(C3=CC=CC=C13)CC1=CC=CC3=CC=CC=C13)N(CC2)C(=O)C2=CC(=CC=C2)Cl (3a,8-bis(naphthalen-1-ylmethyl)-3,3a,8,8a-tetrahydropyrrolo[2,3-b]indol-1(2H)-yl)(3-chlorophenyl)methanone